3-cyclopropyl-5-(hydroxymethyl)benzaldehyde C1(CC1)C=1C=C(C=O)C=C(C1)CO